FC=1C=C(C=CC1C)C1=C(C=C(C=C1)C1=NNC(O[C@H]1C)=O)C(F)(F)F (6S)-5-[3'-fluoro-4'-methyl-2-(trifluoromethyl)[1,1'-biphenyl]-4-yl]-6-methyl-3,6-dihydro-2H-1,3,4-oxadiazin-2-one